ClC=1C=C2C(N3C(=NC2=CC1Cl)[C@H]1CCCN([C@@H]1CC3)CCOC(C)C)=O |r| (±)-(4aR,13bS)-10,11-dichloro-4-(2-isopropoxyethyl)-1,2,3,4,4a,5,6,13b-octahydro-8H-[1,6]naphthyridino[5,6-b]quinazolin-8-one